FC([C@H](C)N1N=NC2=C1C=C(C=C2)C=2C(=CN1N=C(N=C(C12)OC)N[C@H]1C(CN(CC1)C(C([2H])([2H])[2H])=O)(F)F)F)F 1-((R)-4-((5-(1-((S)-1,1-difluoropropan-2-yl)-1H-benzo[d][1,2,3]triazol-6-yl)-6-fluoro-4-methoxypyrrolo[2,1-f][1,2,4]triazin-2-yl)amino)-3,3-difluoropiperidin-1-yl)ethan-1-one-2,2,2-d3